(S)-benzyl (1-oxo-3-phenylpropan-2-yl)carbamate O=C[C@H](CC1=CC=CC=C1)NC(OCC1=CC=CC=C1)=O